(R)-8-(5-Cyclohexylthiazol-2-yl)-9a-methyl-9-oxooctahydro-2H-pyrazino[1,2-a]pyrazin C1(CCCCC1)C1=CN=C(S1)N1C([C@@]2(N(CCNC2)CC1)C)=O